CO[C@@H]1CC(N(C1)C)C=1N=C2N(C=C(N=C2)NC(=O)C=2C=C3C=NN(C3=CC2)C)C1 N-{2-[(4R)-4-methoxy-1-methylpyrrolidin-2-yl]imidazo[1,2-a]pyrazin-6-yl}-1-methylindazole-5-carboxamide